((3-(3-amino-5-fluoro-2-methoxyphenyl)-1,2,4-oxadiazol-5-yl)methyl)-1,2-thiazine 1,1-dioxide NC=1C(=C(C=C(C1)F)C1=NOC(=N1)CC=1NS(C=CC1)(=O)=O)OC